C(C)(C)(C)OC(=O)N1CCC(CC1)C=1N=CC=C2C1N(C(=C2)C2=NN1C(C(=CC(=C1)C(=O)OC)OC)=C2C)CC2CC2 methyl 2-(7-(1-(tert-butoxycarbonyl)piperidin-4-yl)-1-(cyclopropylmethyl)-1H-pyrrolo[2,3-c]pyridin-2-yl)-4-methoxy-3-methylpyrazolo[1,5-a]pyridine-6-carboxylate